4-(dimethylamino)-1-(6-(4-(((2,5-dioxopyrrolidin-1-yl)oxy)carbonyl)phenoxy)hexyl)pyridin-1-ium bromide [Br-].CN(C1=CC=[N+](C=C1)CCCCCCOC1=CC=C(C=C1)C(=O)ON1C(CCC1=O)=O)C